4-(((3S,4R)-4-hydroxy-4-(hydroxymethyl)-1-((2-methyl-4-(trifluoromethyl)phenyl)sulfonyl)pyrrolidin-3-yl)sulfonyl)benzonitrile O[C@@]1([C@H](CN(C1)S(=O)(=O)C1=C(C=C(C=C1)C(F)(F)F)C)S(=O)(=O)C1=CC=C(C#N)C=C1)CO